C1(C(CC=CC1)C(=O)OOC(C=C)=O)C(=O)OCC 2-[(1-oxo-2-propenyl) oxy] ethyl 4-cyclohexene-1,2-dicarboxylate